C1(=CC=CC=C1)C=1N=C(SC1)C1(CCNCC1)CNC(C1=CC(=CC=C1)C1=NOC(=N1)C(F)(F)F)=O N-((4-(4-Phenylthiazol-2-yl)piperidin-4-yl)methyl)-3-(5-(trifluoromethyl)-1,2,4-oxadiazol-3-yl)benzamide